5-[(4R,8R,9aS)-8-[6-[(3R,4R)-3-amino-4-methoxy-pyrrolidin-1-yl]-3-pyridyl]-4-methyl-1,3,4,6,7,8,9,9a-octahydropyrido[1,2-a]pyrazin-2-yl]quinoline-8-carbonitrile N[C@@H]1CN(C[C@H]1OC)C1=CC=C(C=N1)[C@H]1C[C@@H]2N([C@@H](CN(C2)C2=C3C=CC=NC3=C(C=C2)C#N)C)CC1